tert-Butyl 4-(4-(9-(4-fluorophenyl)-3-oxo-3,7,8,9-tetrahydro-2H-pyrido[4,3,2-de]phthalazin-8-yl)benzyl)-2-methylpiperazine-1-carboxylate FC1=CC=C(C=C1)C1C(NC=2C=3C1=NNC(C3C=CC2)=O)C2=CC=C(CN3CC(N(CC3)C(=O)OC(C)(C)C)C)C=C2